1-(2-bromoacetyl)-N-(5-((5-chloro-4-(3-cyclopropylphenyl)pyrimidin-2-yl)amino)pyridin-3-yl)piperidine-4-carboxamide BrCC(=O)N1CCC(CC1)C(=O)NC=1C=NC=C(C1)NC1=NC=C(C(=N1)C1=CC(=CC=C1)C1CC1)Cl